FC=1C(=C(OC=2C(=C(C(=NC2)C(F)(F)F)C)N)C=CC1F)OC 5-(3,4-Difluoro-2-methoxy-phenoxy)-3-methyl-2-(trifluoromethyl)pyridin-4-amine